pyridone dimethyl-phthalate COC(C=1C(C(=O)OC)=CC=CC1)=O.N1C(C=CC=C1)=O